trimethylolpropane trimercapto-propionate SC(CC(=O)O)(S)S.C(O)C(CC)(CO)CO